N'-hydroxy-4-((2-hydroxypropyl)thio)-1,2,5-oxadiazole-3-carboximidamide ON=C(N)C1=NON=C1SCC(C)O